(2S,3R)-3-((2-aminopyridin-4-yl)methyl)-N2-(1,3,4-thiadiazol-2-yl)-N1-((R)-1-phenylpropyl)-N2-methyl-4-oxoazetidine-1,2-dicarboxamide NC1=NC=CC(=C1)C[C@@H]1[C@H](N(C1=O)C(=O)N[C@H](CC)C1=CC=CC=C1)C(=O)N(C)C=1SC=NN1